FC(OC1=NC=C(C(=C1)C1=NC(=CC=C1C(C)=O)N1C=NC2=C1C=CC(=C2)NC=2N=NC(=CC2)C)C)F 1-[2-[2-(difluoromethoxy)-5-methyl-4-pyridinyl]-6-[5-[(6-methylpyridazin-3-yl)amino]benzimidazol-1-yl]-3-pyridinyl]ethanone